3-methyl-cyclohexanone CC1CC(CCC1)=O